N-((R)-6-((R)-4-hydroxyazepan-1-yl)-2-(hydroxymethyl)-2-methyl-2,3-dihydrobenzofuran-5-yl)pyrazolo[1,5-a]pyrimidine-3-carboxamide O[C@H]1CCN(CCC1)C1=CC2=C(C[C@](O2)(C)CO)C=C1NC(=O)C=1C=NN2C1N=CC=C2